N-[(7S)-11-chloro-9-(2,6-difluorophenyl)-7-methyl-12-(trifluoromethyl)-2,3,5,8,13-pentazatricyclo[8.4.0.02,6]tetradeca-1(10),3,5,8,11,13-hexaen-4-yl]oxetane-3-carboxamide ClC=1C=2C(=N[C@H](C3=NC(=NN3C2C=NC1C(F)(F)F)NC(=O)C1COC1)C)C1=C(C=CC=C1F)F